C(C)(C)(C)N=C=O Tert-Butyl isocyanate